N-(4-(N-tert-butylsulfamoyl)phenyl)-1-(4-fluorobenzoyl)indoline-2-carboxamide C(C)(C)(C)NS(=O)(=O)C1=CC=C(C=C1)NC(=O)C1N(C2=CC=CC=C2C1)C(C1=CC=C(C=C1)F)=O